(3Z)-1-chloro-14,14-didecyloxy-3-tetradecene ClCC\C=C/CCCCCCCCCC(OCCCCCCCCCC)OCCCCCCCCCC